Methyl (1R,4R,8S)-8-(4-methoxyphenyl)-3-oxo-2-oxabicyclo[2.2.2]oct-5-ene-4-carboxylate COC1=CC=C(C=C1)[C@@H]1C[C@H]2OC([C@@]1(C=C2)C(=O)OC)=O